CN1CCC(CC1)NC1=C2C=C(N(C2=CC=C1)CC(F)(F)F)C1=NOC(=N1)CNC(=O)C1CC1 N-[(3-{4-[(1-methylpiperidin-4-yl)amino]-1-(2,2,2-trifluoroethyl)-1H-indol-2-yl}-1,2,4-oxadiazol-5-yl)methyl]cyclopropanecarboxamide